(3-cyclopropyl-1-methyl-1H-pyrazol-5-yl)methanamine C1(CC1)C1=NN(C(=C1)CN)C